(1S,2S)-1-(2-methoxy-5-methylphenyl)-2-(5-methylpyrazin-2-yl)-N-(2-methylquinoline-5-sulfonyl)cyclopropane-1-carboxamide COC1=C(C=C(C=C1)C)[C@]1([C@H](C1)C1=NC=C(N=C1)C)C(=O)NS(=O)(=O)C=1C=2C=CC(=NC2C=CC1)C